O[C@@]1(C[C@@H]2N(C=3C=CC=CC3N(C2)C2=CC=C(C=C2)C(F)(F)F)CC1)C(=O)O (cis)-8-hydroxy-5-(4-(trifluoromethyl)phenyl)-6,6a,7,8,9,10-hexahydro-5H-pyrido[1,2-a]quinoxaline-8-carboxylic acid